FC(C(C(=O)N1C[C@H]2OC3=C([C@@H]1C2)C=NC=C3C#CC=3OC(=NN3)C)(C)C)F 3,3-Difluoro-2,2-dimethyl-1-((2S,5S)-9-((5-methyl-1,3,4-oxadiazol-2-yl)ethynyl)-2,3-dihydro-2,5-methanopyrido[3,4-f][1,4]oxazepin-4(5H)-yl)propan-1-one